2-((6-((3-Chloro-5-cyano-6-((3R,5S)-4,4-difluoro-3,5-dimethylpiperidin-1-yl)pyridin-2-yl)amino)-1-(oxetan-2-ylmethyl)-2-oxo-1,2-dihydroquinolin-3-yl)oxy)-N-methylacetamide ClC=1C(=NC(=C(C1)C#N)N1C[C@H](C([C@H](C1)C)(F)F)C)NC=1C=C2C=C(C(N(C2=CC1)CC1OCC1)=O)OCC(=O)NC